2-carboxy-7-((3'-chloro-5'-fluoro-[1,1'-biphenyl]-2-yl)oxy)-1,2,3,4-tetrahydronaphthalene C(=O)(O)C1CC2=CC(=CC=C2CC1)OC1=C(C=CC=C1)C1=CC(=CC(=C1)F)Cl